C(C(=C)C)(=O)[O-].C(C(=C)C)(=O)[O-].[Li+].[Li+] lithium dimethacrylate